BrC1=C(C=C(C=C1OCOC)CO)OCOC (4-bromo-3,5-bis(methoxymethoxy)phenyl)methanol